COC1=CC=C(C=C1)[C@H](C)N (S)-1-[4-methoxyphenyl]ethylamine